6-Chloro-N-(3-(1-cyclopropyl-1H-pyrazol-4-yl)-5-methoxyphenyl)quinolin-4-amine ClC=1C=C2C(=CC=NC2=CC1)NC1=CC(=CC(=C1)OC)C=1C=NN(C1)C1CC1